C(C)(=O)OC=1C(=NC=CC1OC)C(NC=1C=C2C=CC(=NC2=CC1)N(C)C1=C(C=CC=C1)Cl)=O 2-((2-((2-chlorophenyl)(methyl) amino)quinolin-6-yl)carbamoyl)-4-methoxypyridin-3-yl acetate